ClC=1C=C(C=C(C1)S(=O)(=O)C)C1=C(SC=C1C1=C(C=CC=C1F)F)C(=O)N (3-chloro-5-(methylsulfonyl)phenyl)-4-(2,6-difluorophenyl)thiophene-2-carboxamide